N-[3-[2-(difluoromethoxy)-5-(oxetan-3-ylsulfanyl)phenyl]-1-[[(2R)-1-methylpyrrolidin-2-yl]methyl]pyrazol-4-yl]pyrazolo[1,5-a]pyrimidine-3-carboxamide FC(OC1=C(C=C(C=C1)SC1COC1)C1=NN(C=C1NC(=O)C=1C=NN2C1N=CC=C2)C[C@@H]2N(CCC2)C)F